COC1=C(C=CC(=C1)OC)CNC1=NC=CC=2C(=CC=CC12)NCC1=CC(=NC=C1)OCC1CCNCC1 N1-[(2,4-dimethoxyphenyl)methyl]-N5-[[2-(4-piperidylmethoxy)-4-pyridyl]methyl]isoquinoline-1,5-diamine